C(C1=CC=CC=C1)[C@@H]1N(C(OC1)=O)C(CC1=CC=CC=C1)=O (S)-4-benzyl-3-(2-phenylacetyl)oxazolidin-2-one